C(C)C1=C(CNC2=NC(=NC=C2C(=O)N)NC=2C=NN(C2)CCC)C=CC=C1 4-((2-ethylbenzyl)amino)-2-((1-propyl-1H-pyrazol-4-yl)amino)pyrimidin-5-carboxamide